(1R,2S,5S)-N-(4-Amino-1-cyclopropyl-3,4-dioxobutan-2-yl)-3-((S)-3-cyclopropyl-2-isobutyramidopropanoyl)-6,6-dimethyl-3-azabicyclo[3.1.0]hexane-2-carboxamide NC(C(C(CC1CC1)NC(=O)[C@@H]1[C@H]2C([C@H]2CN1C([C@H](CC1CC1)NC(C(C)C)=O)=O)(C)C)=O)=O